FC(C1=CC=C(C=C1)C1=NC2=C(CN=C1)C=CC=C2)(F)F p-trifluoromethylphenyl-5H-1,4-benzodiazepine